2-(2-((7-(2-(aminomethyl)pyridin-4-yl)-4-fluorobenzofuran-5-yl)methoxy)-4-methoxyphenyl)acetic acid NCC1=NC=CC(=C1)C1=CC(=C(C=2C=COC21)F)COC2=C(C=CC(=C2)OC)CC(=O)O